N-(2-Bromo-3-fluorobenzylidene)-2-methylpropane-2-sulfinamide BrC1=C(C=NS(=O)C(C)(C)C)C=CC=C1F